O=C(CCCC(=O)[O-])SCCNC(CCNC(=O)[C@@H]1OC(OCC1(C)C)(C)C)=O 5-oxo-5-[[2-(3-[[(4R)-2,2,5,5-tetramethyl-1,3-dioxan-4-yl]formamido]propanamido)ethyl]sulfanyl]pentanoate